(2E)-3-[5-(4-methoxyphenyl)-7-(trifluoromethyl)pyrazolo[1,5-a]pyrimidin-3-yl]prop-2-enoic acid COC1=CC=C(C=C1)C1=NC=2N(C(=C1)C(F)(F)F)N=CC2/C=C/C(=O)O